{6-[(6-methylpyridin-2-yl)oxy]-1,2,3,4-tetrahydronaphthalen-1-yl}methylamine CC1=CC=CC(=N1)OC=1C=C2CCCC(C2=CC1)CN